Cl.CC1(CC1)C(=O)N1CCNCC1 (1-methylcyclopropyl)(piperazin-1-yl)methanone HCl salt